2,4-Difluoro-5-[5-isopropyl-6-(5-methyl-[1,3,4]oxadiazol-2-yl)-pyrrolo[2,1-f][1,2,4]triazin-4-ylamino]-N-methoxy-benzamide FC1=C(C(=O)NOC)C=C(C(=C1)F)NC1=NC=NN2C1=C(C(=C2)C=2OC(=NN2)C)C(C)C